6-(1-(3-(2-chlorophenyl)propanoyl)pyrrolidin-2-yl)-9-hydroxy-2-(2,2,2-trifluoroethyl)-3,4-dihydro-2H-pyrazino[1,2-c]pyrimidine-1,8-dione ClC1=C(C=CC=C1)CCC(=O)N1C(CCC1)C1=NC(C(=C2N1CCN(C2=O)CC(F)(F)F)O)=O